tert-butyl 4-(((5-chloro-2-(pyrimidin-2-ylmethoxy)benzyl)amino)methyl)piperidine-1-carboxylate ClC=1C=CC(=C(CNCC2CCN(CC2)C(=O)OC(C)(C)C)C1)OCC1=NC=CC=N1